2-[(2S)-2,6-bis({[(tert-butoxy)carbonyl]amino})hexanoylamino]acetic acid C(C)(C)(C)OC(=O)N[C@H](C(=O)NCC(=O)O)CCCCNC(=O)OC(C)(C)C